BrC1=CC(=C(C(=O)N2COC3=C(C2)C=CC=C3C3=CC(=C(C(=O)OC)C=C3F)N3C2COCC3CC2)C=C1C)Cl methyl 4-[3-(4-bromo-2-chloro-5-methylbenzoyl)-2,4-dihydro-1,3-benzoxazin-8-yl]-5-fluoro-2-(3-oxa-8-azabicyclo[3.2.1]octan-8-yl)benzoate